1-Heptanoic acid C(CCCCCC)(=O)O